O[C@@H]1CC[C@H](CC1)NC1=NC(=NC=C1C1=NC(=CC=C1)OC)NC1=CC=C(C=C1)C(C(=O)N)CCCCCC(=O)N (4-((4-(((trans)-4-hydroxycyclohexyl)amino)-5-(6-methoxypyridin-2-yl)pyrimidin-2-yl)amino)phenyl)octanediamide